CC(C(C)O)O 1,2-dimethyl-ethylene glycol